3-(5-(2-hydroxy-2-methylpropyloxy)-6-methylpyrazin-2-yl)-1H-indole-7-carbonitrile hydrate O.OC(COC=1N=CC(=NC1C)C1=CNC2=C(C=CC=C12)C#N)(C)C